N(=[N+]=[N-])C(COCCOCCOCC)N 1-Azido-3,6,9-trioxaundecane-1-amine